C1(CC1)CC1=CNC=2N=CN=C(C21)N[C@@H]2CC[C@@H](N(C2)C(=O)OCC2=CC=CC=C2)C Benzyl (2S,5R)-5-((5-(cyclopropylmethyl)-7H-pyrrolo[2,3-d]pyrimidin-4-yl)amino)-2-methylpiperidine-1-carboxylate